CN(C(OC(C)(C)C)=O)CC1=NC(=CC=C1)N1C2=NC(=NC=C2[C@]2(COC(C[C@@H]12)(C)C)C)SC tert-butyl N-methyl-N-[[6-[(1R,9R)-1,11,11-trimethyl-5-methylsulfanyl-12-oxa-4,6,8-triazatricyclo[7.4.0.02,7]trideca-2,4,6-trien-8-yl]-2-pyridyl]methyl]carbamate